C(CCCCC)OC1=C(C=C(C=C1OC)/C=C/C(=O)O)OC (E)-3-(4-(hexyloxy)-3,5-dimethoxyphenyl)acrylic acid